2-(3-methylisoxazol-5-yl)butanoate CC1=NOC(=C1)C(C(=O)[O-])CC